NC(C[N+]1([C@@H](CCC1)C(=O)NC1CCC(CC1)C(F)(F)C1=CC(=NC(=C1)Cl)Cl)C)=O (2S)-1-(2-amino-2-oxo-ethyl)-N-[4-[(2,6-dichloro-4-pyridyl)-difluoro-methyl]cyclohexyl]-1-methyl-pyrrolidin-1-ium-2-carboxamide